NCCCC[C@H](C(=O)O)N=[N+]=[N-] (2R)-6-amino-2-azido-hexanoic acid